BrC1=NC=C(C(=O)NC2=CC=C(C=C2)C(F)(F)F)C=C1C 6-bromo-5-methyl-N-(4-(trifluoromethyl)phenyl)nicotinamide